N1=C(N=CC=C1)C1=NC=CC=C1 pyrimidinyl-pyridine